ClC=1C=C(CC=2C=CC(=NC2)C=2C(=NC=C(C2)C#N)C(=O)N)C=CC1F (5-(3-chloro-4-fluorobenzyl)pyridin-2-yl)-5-cyanopicolinamide